2,3,6-trimethoxybenzaldehyde COC1=C(C=O)C(=CC=C1OC)OC